C(C)(C)C1=CC=C(CN2N=C(N=C2N)NC2=CC=CC=C2)C=C1 1-(4-isopropylbenzyl)-N3-phenyl-1H-1,2,4-triazole-3,5-diamine